trilauryl thiophosphate P(=S)(OCCCCCCCCCCCC)(OCCCCCCCCCCCC)OCCCCCCCCCCCC